C(C)OC(=O)C=1C=NC2=CC=C(C=C2C1Cl)OC(F)(F)F 4-chloro-6-(trifluoromethoxy)quinoline-3-carboxylic acid ethyl ester